Dichlorotetramethyldisiloxan Cl[Si](O[Si](C)(C)C)(C)Cl